3-(2,5-dioxo-2,5-dihydro-1H-pyrrol-1-yl)-N-(2-(3-((3-(hydroxymethyl)-4-nitrobenzyl)amino)-3-oxopropoxy)ethyl)propanamide O=C1N(C(C=C1)=O)CCC(=O)NCCOCCC(=O)NCC1=CC(=C(C=C1)[N+](=O)[O-])CO